FC(C(=O)[O-])(F)F.N1CC(C1)OC1=CC=C(C=C1)[NH-].N1CC(C1)OC1=CC=C(C=C1)[NH-] bis-{[4-(azetidin-3-yloxy)-phenyl]-amide} trifluoroacetate